C(C1=CC=CC=C1)[C@@H]1N(C(OC1)=O)C1=NC(=CC(=C1)C)Br (4S)-4-benzyl-3-(6-bromo-4-methylpyridin-2-yl)-1,3-oxazolidin-2-one